C[NH+]1CCO[C@H](C2=CC=CC=C2C1)C3=CC=CC=C3 The molecule is an organic cation resulting from the protonation of the tertiary amino group of (R)-nefopam. It is an ammonium ion derivative and an organic cation. It is a conjugate acid of a (R)-nefopam. It is an enantiomer of a (S)-nefopam(1+).